laurylethoxy sulfosuccinate S(=O)(=O)(O)C(C(=O)OOCCCCCCCCCCCCCC)CC(=O)[O-]